C(C)(C)(C)C1=C(C2=CC=CC=C2C=C1)C(C)(C)C ditert-butylnaphthalene